4-[2-(2,6-difluoro-4-nitro-phenyl)acetyl]Piperazine-1-carboxylic acid tert-butyl ester C(C)(C)(C)OC(=O)N1CCN(CC1)C(CC1=C(C=C(C=C1F)[N+](=O)[O-])F)=O